N[C@@H]1CC=CC[C@H]1C1=C(C=2N=C(N=C(C2S1)NCC=1SC=CC1)Cl)I 6-((1r,6r)-6-aminocyclohex-3-en-1-yl)-2-chloro-7-iodo-N-(thiophen-2-ylmethyl)thieno[3,2-d]pyrimidin-4-amine